N-[(3RS)-2,6-dioxopiperidin-3-yl]pyridine-2-carboxamide O=C1NC(CC[C@H]1NC(=O)C1=NC=CC=C1)=O |r|